methyl (R)-4-(2-azido-3-(2H-tetrazol-2-yl)propoxy)-2-fluorobenzoate N(=[N+]=[N-])[C@@H](COC1=CC(=C(C(=O)OC)C=C1)F)CN1N=CN=N1